N-(4-Aminophenethyl)thiazolo[5,4-d]Pyrimidine-7-amine NC1=CC=C(CCNC=2C3=C(N=CN2)SC=N3)C=C1